(imidazo[1,2-a]pyridinyl)(imidazo[1,5-a]pyridinyl)pyrazolo[1,5-a]pyridine N=1C(=CN2C1C=CC=C2)C=2C(=NN1C2C=CC=C1)C=1N=CN2C1C=CC=C2